O(C(C(C)(C)C)O)C(C(C)(C)C)O oxybis(2,2-dimethylpropan-1-ol)